C(C)P(O)(O)O.C(\C=C\C)(=O)OCC ethyl crotonate (ethyl phosphite)